5-methoxy-4-nitro-1-(benzenesulfonyl)-1H-indole COC=1C(=C2C=CN(C2=CC1)S(=O)(=O)C1=CC=CC=C1)[N+](=O)[O-]